diphenylphosphoxanthate C1(=CC=CC=C1)S(=C(OP(=O)=O)[S-])C1=CC=CC=C1